NC(CCNCC1=C(C=C(C=C1OC)C=1C(=C(C=CC1)C1=C(C(=CC=C1)NC(=O)C=1C(N(C(N(C1)C)=O)C)=O)C)C)F)=O N-(4''-(((3-amino-3-oxopropyl)amino)methyl)-3''-fluoro-5''-methoxy-2,2'-dimethyl-[1,1':3',1''-terphenyl]-3-yl)-1,3-dimethyl-2,4-dioxo-1,2,3,4-tetrahydropyrimidine-5-carboxamide